C(CCCCCCCCCCCCCCCCC)C(C1=CC(=C(C(=C1)C(C)(C)C)O)C(C)(C)C)(P([O-])([O-])=O)CCCCCCCCCCCCCCCCCC dioctadecyl-3,5-di-tert-butyl-4-hydroxybenzylphosphonate